Dihexadecyl-tellurium C(CCCCCCCCCCCCCCC)[Te]CCCCCCCCCCCCCCCC